5-(5-chloro-2-methoxyphenyl)-1-methyl-2-oxo-1,2-dihydropyridine-4-carboxylic acid ClC=1C=CC(=C(C1)C=1C(=CC(N(C1)C)=O)C(=O)O)OC